CS(=O)(=O)CCC[O-].[Na+] sodium 3-methylsulfonylpropoxide